methyl (±)-rel-(2S,4S)-4-(4-ethoxy-1-((5-methoxy-7-methyl-1-tolyl-1H-indol-4-yl)sulfonyl)piperidin-2-yl)benzoate C(C)O[C@@H]1C[C@H](N(CC1)S(=O)(=O)C1=C2C=CN(C2=C(C=C1OC)C)C1=C(C=CC=C1)C)C1=CC=C(C(=O)OC)C=C1 |r|